C(#N)CC1CC(C1)(C1=NN=CN1C)C=1C=C(C=CC1)NC(=O)C1=CC(=C2C(=N1)C(CC2)(C)C)CNC2CCCCCCC2 N-(3-((1s,3s)-3-(cyanomethyl)-1-(4-methyl-4H-1,2,4-triazol-3-yl)cyclobutyl)phenyl)-4-((cyclooctylamino)methyl)-7,7-dimethyl-6,7-dihydro-5H-cyclopenta[b]pyridine-2-carboxamide